BrC=1C=C(C=2C=CN(C2C1)CC(F)(F)F)NC1C(CNCC1)F 6-bromo-N-(3-fluoro-4-piperidyl)-1-(2,2,2-trifluoroethyl)indol-4-amine